2-N-(benzhydryloxycarbonyl)guanine-9-acetic acid C(C1=CC=CC=C1)(C1=CC=CC=C1)OC(=O)NC=1NC(C=2N=CN(C2N1)CC(=O)O)=O